tert-butyl-4-((5-ethynylpyrazin-2-yl)oxy)piperidine C(C)(C)(C)N1CCC(CC1)OC1=NC=C(N=C1)C#C